2,3-dihydrofuro[2,3-c]pyridin-7-amine O1CCC=2C1=C(N=CC2)N